phenylethynyl ketoxime C1(=CC=CC=C1)C(=NO)C#C